CO[C@@H]1C[C@@H]2N3CC4=CC=5OCOC5C=C4[C@]2(C=C1)[C@H](C3)O (1S,13S,15R,18R)-15-methoxy-5,7-dioxa-12-azapentacyclo[10.5.2.01,13.02,10.04,8]nonadeca-2,4(8),9,16-tetraen-18-ol